ornithine, ammonium salt [NH4+].N[C@@H](CCCN)C(=O)[O-]